FC1CCC=2C(=NC(=C(C21)C2=C(C=C(C=C2)F)OC)C2=NN1C(CN(CC1)C(C=C)=O)=C2)C=2C=NN(C2)C 1-(2-(5-fluoro-4-(4-fluoro-2-methoxyphenyl)-1-(1-methyl-1H-pyrazol-4-yl)-6,7-dihydro-5H-cyclopenta[c]pyridin-3-yl)-6,7-dihydropyrazolo[1,5-a]pyrazin-5(4H)-yl)prop-2-en-1-one